5-chloro-N-(1,1-dimethylsilepan-4-yl)-4-fluoro-6-methyl-1H-pyrrolo[2,3-b]pyridine-2-carboxamide ClC=1C(=C2C(=NC1C)NC(=C2)C(=O)NC2CC[Si](CCC2)(C)C)F